CC(CC(=O)O)=CCC 3-methyl-3-hexenoic acid